M-dioxan-5-carbaldehyde O1COCC(C1)C=O